C(C)(C)(C)OC(=O)N1CC2=C(C=C(C=C2CC1)C(N(C)C)=O)Br.CC=1CC(C=CC1)=O m-toluenealdehyde tert-butyl-8-bromo-6-(dimethylcarbamoyl)-3,4-dihydroisoquinoline-2(1H)-carboxylate